3-(1H-[1,2,3]Triazolo[4,5-b]pyridin-5-yl)-N-(2-((4-chlorophenyl)thio)ethyl)benzamide N1N=NC2=NC(=CC=C21)C=2C=C(C(=O)NCCSC1=CC=C(C=C1)Cl)C=CC2